2-(Cyanomethyl)-3-methylcyclopropane C(#N)CC1CC1C